FC=1C=C(C=CC1)C1=NC2=CC=C(C=C2C(=C1)CC=O)F 2-(3-fluorophenyl)-6-fluoro-quinoline-4-ethanone